2-(5-((4-(3-chlorophenyl)-2-oxo-1,3,2-dioxaphosphorinan-2-yl)methoxy)-7-cyanobenzo[b]thiophen-2-yl)-4-methylthiazole-5-carboxylic acid ClC=1C=C(C=CC1)C1OP(OCC1)(=O)COC1=CC2=C(SC(=C2)C=2SC(=C(N2)C)C(=O)O)C(=C1)C#N